CN1CC(C1)NC(C1=CC=CC(=C1)C(F)(F)F)=O N-(1-methylazetidin-3-yl)-5-(trifluoromethyl)benzamide